(Z)-4-fluoro-N'-(1-(pyridin-2-yl)ethylidene)benzohydrazide FC1=CC=C(C(=O)N\N=C(\C)/C2=NC=CC=C2)C=C1